4-[[2-[2-fluoro-5-hydroxy-4-(2-hydroxy-1,1-dimethyl-ethyl)phenyl]acetyl]amino]-N-[(1s,2s)-2-hydroxycyclopentyl]pyridine-2-carboxamide ethyl-octanoate (Ethyl-Octanoate) C(C)C(C(=O)O)CCCCCC.C(C)OC(CCCCCCC)=O.FC1=C(C=C(C(=C1)C(CO)(C)C)O)CC(=O)NC1=CC(=NC=C1)C(=O)N[C@@H]1[C@H](CCC1)O